2-(4-fluoro-3-methylisoquinolin-1-yl)-2-methylpropanamide FC1=C(N=C(C2=CC=CC=C12)C(C(=O)N)(C)C)C